(4-(3-(4-(5-(difluoromethyl)-1,3,4-oxadiazol-2-yl)benzyl)-1,2,4-oxadiazol-5-yl)phenyl)methylamine FC(C1=NN=C(O1)C1=CC=C(CC2=NOC(=N2)C2=CC=C(C=C2)CN)C=C1)F